C(=O)(O)CN1CCN(CCN(CCN(CC1)CC(=O)O)CC(=O)O)C(C(=O)O)CCC(=O)O 2-[4,7,10-tris(carboxymethyl)-1,4,7,10-tetraazacyclododecan-1-yl]glutaric acid